((4aR,6S)-1-(4-fluorophenyl)-6-((S)-1-((1-methyl-1H-pyrazol-4-yl)sulfonyl)ethyl)-1,4,5,6,7,8-hexahydro-4aH-benzo[f]indazol-4a-yl)(5-(trifluoromethyl)thiazol-2-yl)methanone FC1=CC=C(C=C1)N1N=CC=2C[C@]3(C(=CC12)CC[C@@H](C3)[C@H](C)S(=O)(=O)C=3C=NN(C3)C)C(=O)C=3SC(=CN3)C(F)(F)F